C(C)N1N=NC2=C1C=CC(=C2C)C(O)C2=CC(=C(C=C2)C)COCC2=CC=C(C=C2)OC (1-ethyl-4-methyl-1H-benzo[d][1,2,3]triazol-5-yl)(3-(((4-methoxybenzyl)oxy)methyl)-4-methylphenyl)methanol